maleimido-di-ethyleneglycol C1(C=CC(N1C(COCCO)O)=O)=O